2-[4,6-bis(2,4-dimethylphenyl)-1,3,5-triazine-2-yl]-5-(octoxy)phenol CC1=C(C=CC(=C1)C)C1=NC(=NC(=N1)C1=C(C=C(C=C1)C)C)C1=C(C=C(C=C1)OCCCCCCCC)O